C=1N=CN2C=C3CCN(CC3=CC21)C(=O)OC(C)(C)C tert-butyl 6,7-dihydroimidazo[1,5-b][2,6]naphthyridine-8(9H)-carboxylate